3-allyl-formylaminobenzylboric acid C(C=C)C=1C=C(C(OB(O)O)NC=O)C=CC1